FC=1C(=C(C(=O)N(C)OC)C=C(C1)F)I 3,5-difluoro-2-iodo-N-methoxy-N-methylbenzamide